CN(C(OC(C)(C)C)=O)C=1C=NN(C1)C(F)(F)F tert-butyl N-methyl-N-[1-(trifluoromethyl)pyrazol-4-yl]carbamate